C1(CC1)COC1=NC=2N(C(C=NC2C=N1)=O)C1=CC=C(C=C1)OC(F)F (cyclopropylmethoxy)-8-(4-(difluoromethoxy)phenyl)pteridin-7(8H)-one